(S)-tert-Butyl 2-((R)-1-hydroxypropyl)morpholine-4-carboxylate O[C@H](CC)[C@@H]1CN(CCO1)C(=O)OC(C)(C)C